2'-(5-Cyclohexyl-1H-imidazol-2-yl)-5-(methylsulfonyl)-3,4'-bipyridin C1(CCCCC1)C1=CN=C(N1)C1=NC=CC(=C1)C=1C=NC=C(C1)S(=O)(=O)C